FC=1C=2N(C=C(C1)NC(=O)C1=CC=C(C3=C1OCO3)N3CCN(CC3)C(=O)OC(C)(C)C)C=C(N2)C tert-butyl 4-[7-[(8-fluoro-2-methyl-imidazo[1,2-a]pyridin-6-yl)carbamoyl]-1,3-benzodioxol-4-yl]piperazine-1-carboxylate